C1(CC1)C1=CC(=C(C(=O)NC2=CC(=NC=C2)OC)C=C1C(F)(F)F)OC1=C(C=C(C=C1)F)OCC1=CC=C(C=C1)OC 4-Cyclopropyl-2-(4-fluoro-2-((4-methoxybenzyl)oxy)phenoxy)-N-(2-methoxypyridin-4-yl)-5-(trifluoromethyl)benzamide